C12(CC(C1)C2)C[C@H](COC2=NC(=NC(=C2)C2=C(C=CC=C2C)C)NS(=O)(=O)C=2C=C(C(=O)O)C=CC2)NCC=2N=C1C(=NC2)N=C(N1C)C1CC1 3-[[4-[(2R)-3-(1-bicyclo[1.1.1]pentanyl)-2-[(2-cyclopropyl-3-methyl-imidazo[4,5-b]pyrazin-5-yl)methylamino]propoxy]-6-(2,6-dimethylphenyl)pyrimidin-2-yl]sulfamoyl]benzoic acid